bis[2-(isopropylamino)propyl]ether C(C)(C)NC(COCC(C)NC(C)C)C